BrC1=C(C(=O)OC)C=CN=C1 Methyl 3-bromoisonicotinate